FC(C(C(S(=O)(=O)[O-])(F)F)(F)F)F.CC1=CC=C(C=C1)[SH2+] 4-methylphenylsulfonium hexafluoropropansulfonat